The molecule is a dicarboxylic acid dianion resulting from the removal of a proton from both of the carboxy groups of crocetin. The major species at pH 7.3. It is a conjugate base of a crocetin. C/C(=C\\C=C\\C=C(\\C=C\\C=C(\\C(=O)[O-])/C)/C)/C=C/C=C(/C(=O)[O-])\\C